2-fluoro-2,2-bis(4-fluorophenylsulphonyl)ethylamine FC(CN)(S(=O)(=O)C1=CC=C(C=C1)F)S(=O)(=O)C1=CC=C(C=C1)F